((trifluoromethyl)sulfonyl)amide lithium [Li+].FC(S(=O)(=O)[NH-])(F)F